didodecyl-hydroxyethyl-ammonium methyl-formate COC=O.C(CCCCCCCCCCC)[NH+](CCO)CCCCCCCCCCCC